C(C1=CC=CC=C1)OCCC1(CCCC=2C=CC=NC12)C(=O)OC methyl 8-(2-(benzyloxy) ethyl)-5,6,7,8-tetrahydroquinoline-8-carboxylate